3,3-dimethyl-2-(p-tolylsulfinylmethyl)tetrahydropyran-2-ol CC1(C(OCCC1)(O)CS(=O)C1=CC=C(C=C1)C)C